CC(CC1C(OCC1)=O)(C)[N+](=O)[O-] 3-(2-methyl-2-nitro-propyl)tetrahydrofuran-2-one